(3,5-di-tert-butyl-4-hydroxyphenyl)propionic acid octadecyl-carbonate C(CCCCCCCCCCCCCCCCC)OC(O)=O.C(C)(C)(C)C=1C=C(C=C(C1O)C(C)(C)C)C(C(=O)O)C